C1(=CC=CC=C1)CCCOC(=O)N[C@@H](CC1=CC=CC=C1)C(=O)OC methyl ((3-phenylpropoxy) carbonyl)-Z-phenylalaninate